nickel (2-ethylhexyl) (1-methylheptyl) phosphonate P(OCC(CCCC)CC)(OC(CCCCCC)C)=O.[Ni]